OC(C(=O)O)C(CC)C α-hydroxy-β-methyl-valeric acid